C(C)SC=1C=C(C=NC1C1=NC2=C(C=NC(=C2)C(F)(F)F)N1C)N(C(C)=O)C N-[5-ethylsulfanyl-6-[3-methyl-6-(trifluoromethyl)imidazo[4,5-c]pyridin-2-yl]-3-pyridinyl]-N-methyl-acetamide